NC1=C(C(=CC(=N1)C=1C=C2[C@H](N(C(C2=CC1)=O)C1C(NC(CC1)=O)=O)C)C)C 3-((R)-5-(6-Amino-4,5-dimethylpyridin-2-yl)-3-methyl-1-oxoisoindolin-2-yl)piperidin-2,6-dion